ClC=1C=C(C=CC1)C1=NNC=C1C1N(C2=CC=CC=C2C(N1)=O)C 2-[3-(3-Chlorophenyl)-1H-pyrazol-4-yl]-1-methyl-2,3-dihydroquinazolin-4-one